N-(3-formylpyridin-2-yl)pivalamide C(=O)C=1C(=NC=CC1)NC(C(C)(C)C)=O